4-(3,4-dimethyl-phenyl)-4-oxo-butyric acid CC=1C=C(C=CC1C)C(CCC(=O)O)=O